n-butyltritolyl-urea C(CCC)N(C(N(C1=C(C=CC=C1)C)C1=C(C=CC=C1)C)=O)C1=C(C=CC=C1)C